Chromanol CC1=C(C2=C(CCC(O2)(C)C)C(=C1O)C)C